CC1=CC2=C(C(N(C=3N2C(NN3)=S)CCC)=O)S1 7-methyl-4-propyl-1-thioxo-2,4-dihydrothieno[2,3-e][1,2,4]triazolo[4,3-a]pyrimidin-5(1H)-one